C(C)(C)(C)OC(=O)N1[C@@H](CC(CC1)(CCCO)O)C1=CC=C(C=C1)C(=O)OC (2S)-4-hydroxy-4-(3-hydroxypropyl)-2-(4-(methoxycarbonyl)phenyl)piperidine-1-carboxylic acid tert-butyl ester